C(C)(C)(C)OC(=O)N1CCN(CC1)CC1=CC=2C(C3=CC=C(C=C3N(C2C=C1)C(=O)OC(C)(C)C)OCC1(CC1)OC)(C)C tert-butyl 2-((4-(tert-butoxycarbonyl)piperazin-1-yl)methyl)-6-((1-methoxycyclopropyl)methoxy)-9,9-dimethylacridine-10(9H)-carboxylate